ClC(CSC(C)CC)=O 2-(2-chloro-2-oxoethyl)thiobutane